2-(benzo[c][1,2,5]oxadiazol-5-ylmethoxy)-4-((2-bromo-2'-methyl-3'-(5-(morpholinomethyl)-1,3,4-oxadiazol-2-yl)-[1,1'-biphenyl]-3-yl)methoxy)-5-chlorobenzaldehyde N=1ON=C2C1C=CC(=C2)COC2=C(C=O)C=C(C(=C2)OCC=2C(=C(C=CC2)C2=C(C(=CC=C2)C=2OC(=NN2)CN2CCOCC2)C)Br)Cl